OCC1=CC=CC=2C=CSC21 7-(hydroxymethyl)-1-benzothiophene